1,6-dimethyl-carbazole CC1=CC=CC=2C3=CC(=CC=C3NC12)C